1-(2,4-Cyclopentadien-1-ylidene)ethanol C1(C=CC=C1)=C(C)O